N-{2-methyl-8-oxo-7H-imidazo[1,2-a]pyrazin-6-yl}-5-(piperazin-1-yl)cinnoline-8-carboxamide trifluoroacetate FC(C(=O)O)(F)F.CC=1N=C2N(C=C(NC2=O)NC(=O)C=2C=CC(=C3C=CN=NC23)N2CCNCC2)C1